5-cyclopropyl-3-isopropyl-N-(1-(3,4,5-trimethoxyphenyl)-1H-imidazol-4-yl)pyrazolo[1,5-a]pyrimidin-7-amine C1(CC1)C1=NC=2N(C(=C1)NC=1N=CN(C1)C1=CC(=C(C(=C1)OC)OC)OC)N=CC2C(C)C